ClC1=C(C=CC=C1)CC(=O)NC1=CC(=C(C=C1)N1N=CC(=C1)NC(O)=O)S(NCC1=C(C=C(C=C1)OC)OC)(=O)=O.C(N)(OCC[Si](C)(C)C)=O [2-(trimethylsilyl) ethyl] carbamate [1-(4-{[(2-chlorophenyl)acetyl]amino}-2-[(2,4-dimethoxybenzyl)sulfamoyl]phenyl)-1H-pyrazol-4-yl]carbamate